1-methyl-3-(2,3,5,6-tetrafluorophenoxy)azetidine hydrochloride Cl.CN1CC(C1)OC1=C(C(=CC(=C1F)F)F)F